CS(=O)(=O)OC[C@H]1OCCC1 [(2S)-tetrahydrofuran-2-yl]methyl methanesulfonate